Methyl 2-[2-[[6-chloro-4-(trifluoromethyl)-2-pyridyl]oxy]phenyl]-3,3-dimethoxy-propanoate ClC1=CC(=CC(=N1)OC1=C(C=CC=C1)C(C(=O)OC)C(OC)OC)C(F)(F)F